2-ethyl-1-hexyl phosphate dimethyldodecylamine salt CN(CCCCCCCCCCCC)C.P(=O)(OCC(CCCC)CC)(O)O